C(C)OC(\C=C\C1=NC(=NO1)C1(CCC1)O)=O.NCCNCCC[Si](OC)(OC)OC (2-aminoethyl)aminopropyl-trimethoxysilane ethyl-(E)-3-(3-(1-hydroxycyclobutyl)-1,2,4-oxadiazol-5-yl)acrylate